FC1=CC=2N(C=C1)C(=CN2)C2=CC(=C(C(=O)NCC(F)(F)F)C(=C2)OC)OC 4-(7-fluoroimidazo[1,2-a]pyridin-3-yl)-2,6-dimethoxy-N-(2,2,2-trifluoroethyl)benzamide